O1CCC2=C1C(=CC=C2)S(=O)(=O)N2C=C(C=C2C2=C(C=CC=C2)F)CN(C(OC(C)(C)C)=O)C tert-butyl N-{[1-(2,3-dihydro-1-benzofuran-7-sulfonyl)-5-(2-fluorophenyl)-1H-pyrrol-3-yl]methyl}-N-methylcarbamate